Cl.N[C@@H](C(=O)N[C@H](C(=O)OC)C(C)C)CC(=O)N methyl (2S)-2-[[(2R)-2,4-diamino-4-oxo-butanoyl]amino]-3-methyl-butanoate hydrochloride